[I-].FC=1C=C2C(=CNC2=CC1)CC[NH2+]C(C)C [2-(5-fluoro-1H-indol-3-yl)ethyl](propan-2-yl)azanium iodide